C(#N)C=1C=C(C=NC1)N(S(=O)(=O)CCN1CCOCC1)CC=1SC(=CN1)C=1OC(=NN1)C(F)F N-(5-cyanopyridin-3-yl)-N-({5-[5-(difluoromethyl)-1,3,4-oxadiazol-2-yl]-1,3-thiazol-2-yl}methyl)-2-(morpholin-4-yl)ethane-1-sulfonamide